(3-Prop-1-en-2-ylbenzoyl) 3-prop-1-en-2-ylbenzenecarboperoxoate C=C(C)C=1C=C(C=CC1)C(=O)OOC(C1=CC(=CC=C1)C(=C)C)=O